NC1=CC(=NN1CCO)C(C)(C)C 2-(5-Amino-3-tert-butyl-pyrazol-1-yl)-ethanol